C1(CC1)C1=NNC2=CC=C(C=C12)C1=C2CN(C(C2=CC=C1)=O)CC1OC1 4-(3-cyclopropyl-1H-indazol-5-yl)-2-[(oxiran-2-yl)methyl]-2,3-dihydro-1H-isoindol-1-one